phosphorus pentanide [CH2-]CCCC.[P+3].[CH2-]CCCC.[CH2-]CCCC